(2E)-4-(1-piperidyl)-2-butenoic acid N1(CCCCC1)C/C=C/C(=O)O